2-(3-Chlorophenyl)-2-methylpropyl ((S)-3,3-dimethyl-1-oxo-1-(((S)-1-oxo-3-((S)-2-oxopyrrolidin-3-yl)propan-2-yl)amino)butan-2-yl)carbamate CC([C@@H](C(N[C@H](C=O)C[C@H]1C(NCC1)=O)=O)NC(OCC(C)(C)C1=CC(=CC=C1)Cl)=O)(C)C